ClC1=C(C=C2C(C(NC2=C1)=O)=C(O)C1=CC(=NO1)C)C1=CC=C(C=C1)C=1OC=CC1 6-Chloro-5-(4-furan-2-yl-phenyl)-3-[1-hydroxyl-(3-methyl-isoxazol-5-yl)-methylidene]-1,3-dihydro-indol-2-one